ClC1=C(C=C2CCN(C2=C1)C1=NC=NC2=CC=C(C=C12)C=1C=C(C=NC1)C(=O)N(C)C)F 5-[4-(6-chloro-5-fluoro-indolin-1-yl)quinazolin-6-yl]-N,N-dimethyl-pyridine-3-carboxamide